F[C@@H](C(=O)OCC)ON1[C@@H]2C=C([C@H](N(C1=O)C2)C(NCCCS(N)(=O)=O)=O)C ethyl (2S)-2-fluoro-2-[[(2S,5R)-3-methyl-7-oxo-2-(3-sulfamoylpropylcarbamoyl)-1,6-diazabicyclo[3.2.1]oct-3-en-6-yl]oxy]acetate